C1(CC(CCC1)N)N cyclohexane-1,3-diamine